(benzofuran-6-yl)-2,4-dimethoxypyrimidine O1C=CC2=C1C=C(C=C2)C=2C(=NC(=NC2)OC)OC